N[C@@H](C)C1=NC(=NN1C=1SC(=CN1)C#N)C 2-{5-[(1S)-1-aminoethyl]-3-methyl-1H-1,2,4-triazol-1-yl}-1,3-thiazole-5-carbonitrile